tert-butyl N-[(3R)-7-[(2,2-dimethylpropanoylamino)carbamoyl]-4-oxo-5-[[4-(1,1,2,2-tetrafluoroethoxy)phenyl]methyl]-2,3-dihydro-1,5-benzothiazepin-3-yl]carbamate CC(C(=O)NNC(=O)C=1C=CC2=C(N(C([C@H](CS2)NC(OC(C)(C)C)=O)=O)CC2=CC=C(C=C2)OC(C(F)F)(F)F)C1)(C)C